COC(=O)C=1C=NOC1C1=C(C=CC=C1)Cl 5-(2-chlorophenyl)isoxazole-4-carboxylic acid methyl ester